pyrrole hexafluoroantimonate F[Sb-](F)(F)(F)(F)F.N1C=CC=C1